[Br-].BrN1C(C=CC1=O)=O 1-bromo-2,5-pyrroledione bromide